2-[(7S)-3,7-Dimethyl-4,5,6,7-tetrahydroindazol-2-yl]-1-[(2S,4S)-4-fluoro-2-(3-methoxy-2-methyl-phenyl)pyrrolidin-1-yl]ethanone CC=1N(N=C2[C@H](CCCC12)C)CC(=O)N1[C@@H](C[C@@H](C1)F)C1=C(C(=CC=C1)OC)C